C(C=C)(=O)OCC1=CC=CC=2C3=CC=CC=C3CC12 acryloxymethylfluorene